8-fluoro-5-methoxy-3,4-dihydronaphthalen-1(2H)-one FC=1C=CC(=C2CCCC(C12)=O)OC